C1(=CC=CC=C1)OCCCCCCCCC mono-nonyl phenyl ether